OC=1C=C2C(=NN(C2=CC1)C(C1=CC=CC=C1)(C1=CC=CC=C1)C1=CC=CC=C1)N1C(C2=CC=CC=C2C1=O)=O 2-(5-hydroxy-1-trityl-1H-indazol-3-yl)-1H-isoindole-1,3(2H)-dione